S(=O)(=O)=CC[Si](C)(C)C sulfonylethyl-trimethyl-silane